C(#N)C=1C(=NN2C1NC(=CC2=O)C2=CC=C(C=C2)C2CCCCC2)C(=O)OC Methyl 3-cyano-5-(4-cyclohexylphenyl)-7-oxo-4,7-dihydropyrazolo[1,5-a]pyrimidine-2-carboxylate